COC1=CC=C(C=C1)C1=C(NC=2N(C1=O)N=C(C2C2=CC=CC=C2)C2=CC=CC=C2)NC=2C(=NC=CC2)C#N ((6-(4-methoxyphenyl)-7-oxo-2,3-diphenyl-4,7-dihydropyrazolo[1,5-a]pyrimidin-5-yl)amino)pyridine-2-carbonitrile